(R)-N-(3-(1-((2-amino-5-(1-(2-(dimethylamino)-2-oxoethyl)-1H-pyrazol-4-yl)pyridin-3-yl)oxy)ethyl)phenyl)-4-(methylthio)benzamide NC1=NC=C(C=C1O[C@H](C)C=1C=C(C=CC1)NC(C1=CC=C(C=C1)SC)=O)C=1C=NN(C1)CC(=O)N(C)C